FC=1C=CC=C2C=NN(C12)C1=CC=C(N)C=C1 4-(7-fluoro-indazol-1-yl)-aniline